carbon acetyl-CoA C(C)(=O)SCCNC(CCNC([C@@H](C(COP(OP(OC[C@@H]1[C@H]([C@H]([C@@H](O1)N1C=NC=2C(N)=NC=NC12)O)OP(=O)(O)O)(=O)O)(=O)O)(C)C)O)=O)=O.[C]